S1N=C(N=C1)S 1,2,4-thiadiazole-thiol